Beta-methyl-δ-valerolactone CC1CC(=O)OCC1